benzyl 6-bromo-3,4-dihydro-2H-spiro[isoquinoline-1,3'-oxetane]-2-carboxylate BrC=1C=C2CCN(C3(COC3)C2=CC1)C(=O)OCC1=CC=CC=C1